CC1N(CCNC1)C1=C(C=NC=C1)NCC=1C=C2N=CC=NC2=CC1 4-(2-Methylpiperazin-1-yl)-N-(quinoxalin-6-ylmethyl)pyridin-3-amine